N-((3R,4S)-8-Fluoro-3-((R)-2-Methylmorpholino)Chroman-4-Yl)-6-(Trifluoromethyl)-7H-Pyrrolo[2,3-D]Pyrimidin-4-Amine FC=1C=CC=C2[C@@H]([C@H](COC12)N1C[C@H](OCC1)C)NC=1C2=C(N=CN1)NC(=C2)C(F)(F)F